COC=1C=C(C=CC1OC)C1=CC=NC=2N1N(CC2)C2=CC(=CC(=C2)OC)OC 7-(3,4-dimethoxyphenyl)-N-(3,5-dimethoxyphenyl)pyrazolo[1,5-a]pyrimidine